BrC=1C=CC(=NC1)N1CC2CCC(C1)N2C(=O)OC(C)(C)C tert-butyl 3-(5-bromopyridin-2-yl)-3,8-diazabicyclo[3.2.1]octane-8-carboxylate